(3,5-Difluoro-4-((7-methoxy-2-oxo-2,3-dihydro-1H-imidazo[4,5-c][1,8]naphthyridin-1-yl)methyl)-phenyl)phosphonic acid FC=1C=C(C=C(C1CN1C(NC=2C=NC=3N=C(C=CC3C21)OC)=O)F)P(O)(O)=O